(Z)-4-(2-(5-oxo-3-phenyl-4-(2-(thiazol-2-yl)hydrazino)-4,5-dihydro-1H-pyrazol-1-yl)thiazol-4-yl)benzoic acid O=C1C(C(=NN1C=1SC=C(N1)C1=CC=C(C(=O)O)C=C1)C1=CC=CC=C1)NNC=1SC=CN1